FC1(C(CC1)(F)F)F 1,1,2,2-tetrafluorocyclobutane